N,N-Dimethyltryptamin CN(CCC1=CNC2=CC=CC=C12)C